OC(C)(C)C=1SC(=CN1)S(=O)(N)=NC(NC1=C2C(=NC3=C1CCC3)C(CC2)OC)=O 2-(2-Hydroxypropan-2-yl)-N'-((3-methoxy-1,2,3,5,6,7-hexahydrodicyclopenta[b,e]pyridin-8-yl)carbamoyl)thiazole-5-sulfonimidamide